FC(COC1=C(C=CC=C1)C=1C(C(=CN(N1)C1COC1)C(=O)NC1=C(C=C(C=C1)F)F)=O)F 6-[2-(2,2-difluoroethoxy)phenyl]-N-(2,4-difluorophenyl)-2-(oxetan-3-yl)-5-oxo-2,5-dihydropyridazine-4-carboxamide